[NH4+].C(CCCCCCCCCC)S(=O)(=O)[O-] 1-undecylsulfonic acid ammonium salt